(S)-(6,7-dichloro-1-methyl-9-(prop-1-yn-1-yl)-1,3,4,5-tetrahydro-2H-pyrido[4,3-b]indol-2-yl)(5-methoxypyrimidin-2-yl)methanone ClC1=C(C=C(C=2C3=C(NC12)CCN([C@H]3C)C(=O)C3=NC=C(C=N3)OC)C#CC)Cl